C1([C@H](O)[C@@H](O)[C@H](O)[C@H](O1)CO)[NH+]=O glucosyl-oxoammonium